C(=C)C1=CC=C(C[Si](Cl)(C)CC2=CC=C(C=C2)C=C)C=C1 di(4-vinylbenzyl)methylchlorosilane